C1(=CC=CC=C1)N1N=C(N=C1C1=CC=CC=C1)SCC1=CC=C(C=C1)C(F)(F)F 1,5-diphenyl-3-((4-(trifluoromethyl)benzyl)thio)-1H-1,2,4-triazole